(S)-2-methyl-N-((R)-1-(2-methyl-pyridin-3-yl)ethyl)propane-2-sulfinamide CC(C)(C)[S@](=O)N[C@H](C)C=1C(=NC=CC1)C